CC1COC2=C(C=N1)C=CC=C2C 2,3-Dihydro-3,9-dimethyl-1,4-benzoxazepine